C(C)(C)C1=C(C=C(C=C1)C1=NC2=CC=CC=C2N=C1)OC 2-(4-Isopropyl-3-methoxyphenyl)quinoxaline